ClC=1C=C(C=CC1OC1=NN(C=C1)C)NC=1C2=C(N=CN1)C=CC(=N2)N2CCNCC2 N-[3-chloro-4-(1-methylpyrazol-3-yl)oxy-phenyl]-6-piperazin-1-yl-pyrido[3,2-d]pyrimidin-4-amine